(S)-N-(4-(1-Acetyl-2-methyl-1,2,3,4-tetrahydroquinolin-6-yl)benzyl)-5-chloro-7-morpholinopyrazolo[1,5-a]pyrimidine-2-carboxamide C(C)(=O)N1[C@H](CCC2=CC(=CC=C12)C1=CC=C(CNC(=O)C2=NN3C(N=C(C=C3N3CCOCC3)Cl)=C2)C=C1)C